ClC1=C2[C@](CCOC2=C(C=C1)S(=O)(=O)N[C@@H]([C@H](C)C1=C(C(=CC=C1F)C)C)C=1N=NNN1)(C)O (R)-5-chloro-N-((1S,2R)-2-(6-fluoro-2,3-dimethylphenyl)-1-(2H-tetrazol-5-yl)propyl)-4-hydroxy-4-methylchromane-8-sulfonamide